C[Si](OC[C@@H]1[C@H]([C@H](C[C@H]1OC1OCCCC1)O[C@@H](C(=O)OC)CC=C)C=CC)(C(C)(C)C)C Methyl (2R)-2-{[(1S,2R,3S,4R)-3-({[dimethyl(2-methyl-2-propanyl)silyl]oxy}methyl)-2-(1-propen-1-yl)-4-(tetrahydro-2H-pyran-2-yloxy)cyclopentyl]oxy}-4-pentenoate